NC1=C(C(=O)NC)C=C(C=C1OC(F)(F)F)C=1C=CC2=C(C=3CN(C(C3C=C2)=O)CC(=C)C(N)=O)C1 2-amino-5-[2-(2-carbamoyl-2-methylideneethyl)-3-oxo-1H,2H,3H-benzo[e]isoindol-8-yl]-N-methyl-3-(trifluoromethoxy)benzamide